NC=1C=C(C=CC1)C1=CC=2CC3=CC(=CC=C3C2C=C1)C1=CC(=CC=C1)N 2,7-bis(3-aminophenyl)fluorene